COC=1C=C(COC2=CC=C(C=C2)NC(=O)N2CCN(CC2)CCC2=CC=NC=C2)C=C(C1)OC N-(4-((3,5-dimethoxybenzyl)oxy)phenyl)-4-(2-(pyridin-4-yl)ethyl)piperazine-1-carboxamide